C(N)(=O)C1(COCC1)C1=CC=C(C=C1)C(C(=O)OCC)CC (±)-ethyl 2-[4-(3-carbamoyltetrahydrofuran-3-yl)phenyl]butanoate